FC(CN1N=NC(=C1)[C@H](C=1C(=NC(=CC1)F)C)NC=1C=C2C(=C(C=NC2=C(C1)C#N)C#N)NCC(C)(C)C)F (S)-6-(((1-(2,2-difluoroethyl)-1H-1,2,3-triazol-4-yl)(6-fluoro-2-methylpyridin-3-yl)methyl)amino)-4-(neopentylamino)quinoline-3,8-dicarbonitrile